NC1CCN(CC1)C=C1CC=C(C=C1)N(S(=O)(=O)C)C N-(4-((4-aminopiperidin-1-yl)methylene)phenyl)-N-methyl-methanesulfonamide